tert-butyl ((2S,3R)-3-hydroxy-1-phenyl-4-((3-(trifluoromethyl)benzyl)amino)butan-2-yl)carbamate O[C@@H]([C@H](CC1=CC=CC=C1)NC(OC(C)(C)C)=O)CNCC1=CC(=CC=C1)C(F)(F)F